5-oxo-5-(3-phenoxy-phenyl)-pentanoic acid O=C(CCCC(=O)O)C1=CC(=CC=C1)OC1=CC=CC=C1